FC1=CC=C(OCC2=NC=C(C#N)C=C2)C=C1 6-((4-fluorophenoxy)methyl)nicotinonitrile